O-acetyl-homoserine-HCl Cl.C(C)(=O)OCC[C@H](N)C(=O)O